3-pentylformic acid, heptyl ester CCC(CC)C(=O)OCCCCCCC